potassium boron germanium [Ge].[B].[K]